2-((S)-1-acryloyl-4-(2-(((S)-1-(2-hydroxyethyl)pyrrolidin-2-yl)methoxy)-7-(naphthalen-1-yl)-5,6,7,8-tetrahydropyrido[3,4-d]pyrimidin-4-yl)piperazin-2-yl)acetonitrile C(C=C)(=O)N1[C@H](CN(CC1)C=1C2=C(N=C(N1)OC[C@H]1N(CCC1)CCO)CN(CC2)C2=CC=CC1=CC=CC=C21)CC#N